5-(2-propylbenzoyl)amino-3-(1-neopentyl-1,2,3,6-tetrahydropyridin-4-yl)-1H-indole C(CC)C1=C(C(=O)NC=2C=C3C(=CNC3=CC2)C=2CCN(CC2)CC(C)(C)C)C=CC=C1